C(C#C)O\N=C\1/CC(CC2=C1C(=C(O2)CNC2=CC(=CC=C2)Cl)C)(C)C (E)-2-(((3-Chlorophenyl)amino)methyl)-3,6,6-trimethyl-6,7-dihydrobenzofuran-4(5H)-one O-prop-2-yn-1-yl oxime